C(C)OC(CCCCCCCC)=O Nonanoic acid ethyl ester